N-[2-[[5-chloro-2-(5-hydroxy-4-methoxy-2-methyl-anilino)pyrimidin-4-yl]amino]-5-methoxy-phenyl]methanesulfonamide ClC=1C(=NC(=NC1)NC1=C(C=C(C(=C1)O)OC)C)NC1=C(C=C(C=C1)OC)NS(=O)(=O)C